N1C(=NC=C1)N1CCCCC1 (1H-imidazol-2-yl)piperidine